C1(=CC=CS1)CN(C(=O)OCCOC=1C=CC=NC1)CC1=CC=CS1 5-[bis(thenyl)aminocarbonyloxyethoxy]pyridine